4-((2s,5r)-2-(ethoxymethyl)-5-(4-(trifluoromethyl)phenyl)piperidin-1-yl)benzoic acid C(C)OC[C@H]1N(C[C@H](CC1)C1=CC=C(C=C1)C(F)(F)F)C1=CC=C(C(=O)O)C=C1